((2R,4S)-2-(2,5-difluorophenyl)-4-fluoropyrrolidin-1-yl)(4-(((1R,2R)-2-hydroxycyclopentyl)amino)-1H-pyrazolo[3,4-b]pyridin-3-yl)methanone FC1=C(C=C(C=C1)F)[C@@H]1N(C[C@H](C1)F)C(=O)C1=NNC2=NC=CC(=C21)N[C@H]2[C@@H](CCC2)O